1-(heptadecan-9-yl) 7-(3-(((4-nitrophenoxy)carbonyl)oxy)-2-((((9Z,12Z)-octadeca-9,12-dienoyl)oxy)methyl)propyl) heptanedioate C(CCCCCC(=O)OCC(COC(=O)OC1=CC=C(C=C1)[N+](=O)[O-])COC(CCCCCCC\C=C/C\C=C/CCCCC)=O)(=O)OC(CCCCCCCC)CCCCCCCC